CC1=NC(=CC2=CC=C(C=C12)OC1=CC=CC=C1)C(=O)[O-] 1-methyl-7-phenoxyisoquinoline-3-carboxylate